4-[[3-[1-(cyanomethyl)-3-(trifluoromethyl)pyrazol-4-yl]imidazo[1,2-a]pyrazin-8-yl]amino]-2-methyl-N-(2-oxo-2-piperazin-1-yl-ethyl)benzamide formate C(=O)O.C(#N)CN1N=C(C(=C1)C1=CN=C2N1C=CN=C2NC2=CC(=C(C(=O)NCC(N1CCNCC1)=O)C=C2)C)C(F)(F)F